OCC1CN(CCC1O)C=1C=CC=2C(=NC(=CN2)NCC2=CC=C3C=CNC3=C2)N1 3-(hydroxymethyl)-1-{3-((1H-indol-6-ylmethyl)amino)pyrido[2,3-b]pyrazin-6-yl}piperidin-4-ol